CN(C/C=C/C(=O)NC1=CC2=C(N=C(S2)NC2=CC(=C(C=C2)OCC2=NC=CC=C2)F)C=C1)C (E)-4-(dimethylamino)-N-(2-((3-fluoro-4-(pyridin-2-ylmethoxy)phenyl)amino)benzothiazol-6-yl)but-2-enamide